5-methyl-4H-1,2,4-triazole-3-amine hydrochloride Cl.CC=1NC(=NN1)N